FC=1C(=CC(=NC1)OC)[C@H](C(=O)N1C[C@]2(CC1)NC1=NC(=C(C=C1CC2)C2=NC(=NS2)C(C)C)C)C (2R)-2-(5-fluoro-2-methoxypyridin-4-yl)-1-{(2S)-7-methyl-6-[3-(propan-2-yl)-1,2,4-thiadiazol-5-yl]-3,4-dihydro-1H-spiro[1,8-naphthyridine-2,3'-pyrrolidin]-1'-yl}propan-1-one